(5S)-N-((4-chlorophenyl)(naphthalen-2-yl)methyl)-2-oxooxazolidine-5-carboxamide ClC1=CC=C(C=C1)C(NC(=O)[C@@H]1CNC(O1)=O)C1=CC2=CC=CC=C2C=C1